FC1=C(C(=CC=C1)F)C1(N=C(C(=N1)C1=CC(=CC=C1)OC)C1=CC(=CC=C1)OC)C1(N=C(C(=N1)C1=CC(=CC=C1)OC)C1=CC(=CC=C1)OC)C1=C(C=CC=C1F)F 2,2'-bis-(2,6-difluorophenyl)-4,4',5,5'-tetrakis-(3-methoxyphenyl)-biimidazole